CCCCC(N)N 4-methylbutanediamine